CC1=C(N=C2N(C1=O)C=CC=C2C2=CC=C(C=C2)C(=O)N2C[C@@H](OCC2)C)C(F)(F)F 3-methyl-9-(4-(((2S)-2-methylmorpholin-4-yl)carbonyl)phenyl)-2-(trifluoromethyl)-4H-pyrido[1,2-a]pyrimidin-4-one